1-(4-(3-(4-amino-2-butyl-1-(3-hydroxy-2-(hydroxymethyl)-2-methylpropyl)-1H-imidazo[4,5-c]quinolin-7-yl)propyl)piperazin-1-yl)-2-methoxyethan-1-one NC1=NC=2C=C(C=CC2C2=C1N=C(N2CC(CO)(C)CO)CCCC)CCCN2CCN(CC2)C(COC)=O